C(C=C)(=O)N1CCN(CC1)C1=C(C(=NC=2CN(CCC12)C1=C2C=NNC2=CC=C1)OC(CN(C)C)C)C#N 4-(4-acryloylpiperazin-1-yl)-2-((1-(dimethylamino)propan-2-yl)oxy)-7-(1H-indazol-4-yl)-5,6,7,8-tetrahydro-1,7-naphthyridine-3-carbonitrile